NCCC=1C=NC(=NC1)C1=C(C=C(C#N)C=C1)OC=1N(N=C(C1)C=1SC=CN1)C 4-[5-(2-aminoethyl)pyrimidin-2-yl]-3-[2-methyl-5-(1,3-thiazol-2-yl)pyrazol-3-yl]oxybenzonitrile